C(C1=CC=CC=C1)(=O)OC=1C(=NC=CC1OC)C(N[C@@H](C)C1=NOC(=N1)C(C1=CC=C(C=C1)F)C1=CC=C(C=C1)F)=O (S)-2-((1-(5-(bis(4-fluorophenyl)methyl)-1,2,4-oxadiazol-3-yl)ethyl)carbamoyl)-4-methoxypyridin-3-yl benzoate